N1(C=NC=C1)C1=NC=CC(=C1)C=O 2-IMIDAZOL-1-YL-PYRIDINE-4-CARBALDEHYDE